[4-(anilino)naphthalen-1-yl]-bis[4-(dimethylamino)phenyl]methanol N(C1=CC=CC=C1)C1=CC=C(C2=CC=CC=C12)C(O)(C1=CC=C(C=C1)N(C)C)C1=CC=C(C=C1)N(C)C